methyl 6-((6-aminopyridazin-3-yl)methyl)-5-oxo-4-azaspiro[2.4]heptane-6-carboxylate NC1=CC=C(N=N1)CC1(C(NC2(CC2)C1)=O)C(=O)OC